C(CCC)N(CCCN)CCCC N,N-dibutyl-1,3-propylenediamine